DiLauryl Hydrogen Phosphite P(OCCCCCCCCCCCC)(OCCCCCCCCCCCC)O